C(#N)C=1C=CC(=C(C1)C(CNC(C(=O)OCC)=O)=O)OC1CC1 ethyl 2-((2-(5-cyano-2-cyclopropoxy phenyl)-2-oxoethyl)amino)-2-oxoacetate